O1CCC(CC1)C1=C(C=CC=C1)C1CCN(CC1)[C@H]1CC2(CN(C2)C=2OC=NN2)CC1 (R)-2-(6-(4-(2-(tetrahydro-2H-pyran-4-yl)phenyl)piperidin-1-yl)-2-azaspiro[3.4]octan-2-yl)-1,3,4-oxadiazole